3-((2-(((9Z,12Z,15Z)-octadeca-9,12,15-trienoyl)oxy)ethyl)amino)propanoic acid C(CCCCCCC\C=C/C\C=C/C\C=C/CC)(=O)OCCNCCC(=O)O